(2S)-1-(3-(methylsulfonyl)phenoxy)-3-(8-(quinolin-6-ylsulfonyl)-1-oxa-8-azaspiro[4.5]decan-3-ylamino)propan-2-ol CS(=O)(=O)C=1C=C(OC[C@H](CNC2COC3(C2)CCN(CC3)S(=O)(=O)C=3C=C2C=CC=NC2=CC3)O)C=CC1